2-(4-((2-acetamidothiazol-5-yl)methyl)piperazin-1-yl)-N-(4-chlorophenyl)acetamide C(C)(=O)NC=1SC(=CN1)CN1CCN(CC1)CC(=O)NC1=CC=C(C=C1)Cl